N-(2-(3,4-dichlorophenyl)-7-(1-methyl-1H-imidazol-4-yl)-1H-indol-5-yl)acrylamide ClC=1C=C(C=CC1Cl)C=1NC2=C(C=C(C=C2C1)NC(C=C)=O)C=1N=CN(C1)C